2-((4-(tert-butyl)phenyl)sulfonamido)-N-hydroxy-3-phenylpropanamide C(C)(C)(C)C1=CC=C(C=C1)S(=O)(=O)NC(C(=O)NO)CC1=CC=CC=C1